Chloro-7',7'-dimethyl-6',7'-dihydrospiro[piperidine-4,4'-thieno[3,2-c]pyran]-1-carboxylic acid tert-butyl ester C(C)(C)(C)OC(=O)N1CCC2(OCC(C3=C2C=C(S3)Cl)(C)C)CC1